CC(C)(C)[S@@](=O)N[C@@H](CCOC1=CC=CC=C1)B1OC(C(O1)(C)C)(C)C (R)-2-methyl-N-((R)-3-phenoxy-1-(4,4,5,5-tetramethyl-1,3,2-dioxaborolan-2-yl)propyl)propane-2-sulfinamide